6-chloro-1-(tetrahydro-2H-pyran-4-yl)-1H-pyrrolo[2,3-b]pyridine-4-carbaldehyde ClC=1C=C(C2=C(N1)N(C=C2)C2CCOCC2)C=O